FC(C(C)(C)C1=NC(=NO1)C(=O)N)(F)F 5-(1,1,1-trifluoro-2-methylpropan-2-yl)-1,2,4-oxadiazole-3-carboxamide